8-oxa-3-azabicyclo[3.2.1]octane-3-carboxylic acid tert-butyl ester C(C)(C)(C)OC(=O)N1CC2CCC(C1)O2